2-(trifluoromethyl)-2',3',4',5'-tetrahydro-(1,1'-biphenyl)-4-carboxylic acid methyl ester COC(=O)C1=CC(=C(C=C1)C=1CCCCC1)C(F)(F)F